C(C)(C)(C)OC(=O)N1C[C@@H](N(CC1)C=1C2=C(N(C(N1)=O)C=1C(=NC=CC1C)C(C)C)N=C(C(=C2)Cl)C2=C(C=CC=C2)F)C (S)-tert-Butyl-4-(6-chloro-7-(2-fluorophenyl)-1-(2-isopropyl-4-methyl pyridin-3-yl)-2-oxo-1,2-dihydropyrido[2,3-d]pyrimidin-4-yl)-3-methylpiperazine-1-carboxylate